m-di(trifluoromethyl)aniline methyl-2-(benzylsulfanyl)-5-chloro-3-methoxybenzoate COC(C1=C(C(=CC(=C1)Cl)OC)SCC1=CC=CC=C1)=O.FC(C1(N)CC(=CC=C1)C(F)(F)F)(F)F